ClC=1C=NC(=C(C(=O)NC2CCC(CC2)CN2C(N(C3=NC=CC=C32)C=3C=NC2=CC=C(C=C2C3)C)=O)C1)C 5-chloro-2-methyl-N-((1r,4r)-4-((3-(6-methylquinolin-3-yl)-2-oxo-2,3-dihydro-1H-imidazo[4,5-b]pyridin-1-yl)methyl)cyclohexyl)nicotinamide